C1(CCC(N1C(C(=O)[O-])CC(=O)[O-])=O)=O succinimidyl-[succinate]